(4-amino-6,7-dimethyl-9H-pyrido[3',2':4,5]pyrrolo[2,3-d]pyrimidin-9-yl)-4,6-dichlorobenzene-1,3-diol NC=1C2=C(N=CN1)N(C1=C2C=C(C(=N1)C)C)C1=C(C(=CC(=C1O)Cl)Cl)O